N-[7-(8-chloro-1-naphthyl)-2-[[(2S)-1-methylpyrrolidin-2-yl]methoxy]-6,8-dihydro-5H-pyrido[3,4-d]pyrimidin-4-yl]-N-methyl-ethane-1,2-diamine ClC=1C=CC=C2C=CC=C(C12)N1CC=2N=C(N=C(C2CC1)N(CCN)C)OC[C@H]1N(CCC1)C